phosphotyrosine sodium salt [Na+].P(=O)(O)(O)OC1=CC=C(C[C@H](N)C(=O)[O-])C=C1